OC1=C(C=CC(=C1)C(F)(F)F)C=1C2=C(C(=NN1)N[C@H]1CN(CCC1)C(=O)OC(C)(C)C)CCCCC2 tert-butyl (R)-3-((4-(2-hydroxy-4-(trifluoromethyl)phenyl)-6,7,8,9-tetrahydro-5H-cyclohepta[d]pyridazin-1-yl)amino)piperidine-1-carboxylate